ClC1=CC=C2C(=CNC2=C1OC(F)F)S(=O)(=O)NC1=NC=C(C(=N1)OC)CC(F)F 6-chloro-N-[5-(2,2-difluoroethyl)-4-methoxy-pyrimidin-2-yl]-7-(difluoromethoxy)-1H-indole-3-sulfonic acid amide